6-chloro-1-(cyclopropyl)-2-(1,3,4-oxadiazol-2-yl)-1H-indole-3-carbaldehyde ClC1=CC=C2C(=C(N(C2=C1)C1CC1)C=1OC=NN1)C=O